2-((1S,2S,4S)-4-Hydroxy-2-methylcyclohexyl)-N-(imidazo[1,2-b]pyridazin-3-yl)-6-methoxy-2H-indazole-5-carboxamide O[C@@H]1C[C@@H]([C@H](CC1)N1N=C2C=C(C(=CC2=C1)C(=O)NC1=CN=C2N1N=CC=C2)OC)C